tertiary-butyl propyl ether C(CC)OC(C)(C)C